(1R,2S,5S)-3-((2,2-difluoroacetyl)-L-leucyl)-N-((S)-1-hydroxy-3-((S)-2-oxopyrrolidin-3-yl)propan-2-yl)-6,6-dimethyl-3-azabicyclo[3.1.0]hexane-2-carboxamide FC(C(=O)N[C@@H](CC(C)C)C(=O)N1[C@@H]([C@H]2C([C@H]2C1)(C)C)C(=O)N[C@H](CO)C[C@H]1C(NCC1)=O)F